N[C@@H](CCO)C1=C(C(=CC=C1)Cl)F (S)-3-amino-3-(3-chloro-2-fluorophenyl)propan-1-ol